C(#C)C1=C(C(=C(C=C1)F)F)OC 1-ethynyl-3,4-difluoro-2-methoxybenzene